N-(2-(2,6-dioxo-piperidin-3-yl)-1,3-dioxoisoindolin-5-yl)-[1,1'-biphenyl]-2-sulfonamide O=C1NC(CCC1N1C(C2=CC=C(C=C2C1=O)NS(=O)(=O)C=1C(=CC=CC1)C1=CC=CC=C1)=O)=O